NCC1=CC=C(C=C1)COC1=C(C(=NN1C(C(COC)(C)C)=O)C1C(NCC1C)=O)C 3-(5-{[4-(aminomethyl)phenyl]methoxy}-1-(3-methoxy-2,2-dimethylpropanoyl)-4-methyl-1H-pyrazol-3-yl)-4-methylpyrrolidin-2-one